methoxy-5-(1-methoxycyclopropyl)benzenesulfonamide COC1=C(C=C(C=C1)C1(CC1)OC)S(=O)(=O)N